(3S,4R)-N-{7-bromo-6-[(trifluoromethyl)sulfanyl]pyrrolo[1,2-a]pyrazin-1-yl}-3-fluoro-1-methylpiperidin-4-amine BrC=1C=C2N(C=CN=C2N[C@H]2[C@H](CN(CC2)C)F)C1SC(F)(F)F